((2R,3R,4S,5S,6R)-6-(4-nitrophenoxy)-3,4,5-tris((trimethylsilyl)oxy)tetrahydro-2H-pyran-2-yl)methanol [N+](=O)([O-])C1=CC=C(O[C@@H]2[C@H]([C@H]([C@@H]([C@H](O2)CO)O[Si](C)(C)C)O[Si](C)(C)C)O[Si](C)(C)C)C=C1